FC1(C[C@@H](N(C1)C(=O)C=1N=C(SC1C=1C=NC(=CC1C(F)(F)F)NC1(CCC1)C)C(=O)N[C@H]1COC[C@@H]1O)C)F 4-((S)-4,4-difluoro-2-methylpyrrolidine-1-carbonyl)-N-((3S,4R)-4-hydroxytetrahydrofuran-3-yl)5-(6-((1-methylcyclobutyl)amino)-4-(trifluoromethyl)pyridin-3-yl)thiazole-2-carboxamide